FC(C1=CC=C(C=C1)C1=CC=C(C(=O)NC2=CC=C(C=C2)[C@H]2[C@@H](C2)N)C=C1)(F)F trans-4-(4-trifluoromethylphenyl)-N-(4-(2-aminocyclopropyl)phenyl)-benzamide